Tert-butyl 5-methyl-3-(4,4,5,5-tetramethyl-1,3,2-dioxaborolan-2-yl)-1H-pyrrolo[2,3-b]pyridine-1-carboxylate CC=1C=C2C(=NC1)N(C=C2B2OC(C(O2)(C)C)(C)C)C(=O)OC(C)(C)C